CC1CCC(CC1)NC1=C2CN(C(C2=CC=C1)=O)C1C(NC(CC1)=O)=O 3-(4-((4-methylcyclohexyl)amino)-1-oxoisoindolin-2-yl)piperidine-2,6-dione